(E)-3-(2-chlorophenyl)-1-phenylprop-2-en-1-one ClC1=C(C=CC=C1)/C=C/C(=O)C1=CC=CC=C1